ClC1=CC(=C(C=C1)N1CCC(=CC1)C=1C(=NN(C1)C)NS(=O)(=O)C1=CC=C(C=C1)S(=O)(=O)N(C)C)F N1-(4-(1-(4-chloro-2-fluorophenyl)-1,2,3,6-tetrahydropyridin-4-yl)-1-methyl-1H-pyrazol-3-yl)-N4,N4-dimethylbenzene-1,4-disulfonamide